(difluoromethyl)-1-methyl-5-(3-(propan-1-yn-1-yl)phenoxy)-1H-pyrazole-4-carbaldehyde FC(F)C1=NN(C(=C1C=O)OC1=CC(=CC=C1)C#CC)C